C(CCC)[C@H]1CS(C2=C(N(C1)C1=CC=CC=C1)C=C(C(=C2)O\C=C(\C(=O)OCC)/F)SC)(=O)=O ethyl (R)-(Z)-3-((3-butyl-7-(methylthio)-1,1-dioxido-5-phenyl-2,3,4,5-tetrahydro-1,5-benzothiazepin-8-yl)oxy)-2-fluoroacrylate